N-methyl-2-cyclopentadienyl-ethylamine CNCCC1C=CC=C1